5-(3-isopropyl-2-methyl-3H-imidazo[4,5-b]pyridin-5-yl)-N-(cis-4-methoxycyclohexyl)-7H-pyrrolo[2,3-d]pyrimidin-2-amine C(C)(C)N1C(=NC=2C1=NC(=CC2)C2=CNC=1N=C(N=CC12)N[C@@H]1CC[C@@H](CC1)OC)C